Methylamine lead iodine bromide IBr.[Pb].CN